ClC1=CC=C(C=C1)C1(CCC1)N 1-(4-chlorophenyl)cyclobutan-1-amine